1-[2-(1H-1,3-benzodiazol-1-yl)acetyl]-N-{[5-(3,3-difluorocyclobutyl)-6-fluoropyridin-2-yl](phenyl)methyl}-4-fluoropyrrolidine-2-carboxamide N1(C=NC2=C1C=CC=C2)CC(=O)N2C(CC(C2)F)C(=O)NC(C2=CC=CC=C2)C2=NC(=C(C=C2)C2CC(C2)(F)F)F